FC1=CC=C(C=C1)C=1C=C(C(=NC1)C#N)C=1N=NN(C1)C 5-(4-fluorophenyl)-3-(1-methyl-1H-1,2,3-triazol-4-yl)picolinonitrile